NC1=C(C=CC=C1)NC(CCCCCNC(=O)C1=CC(=NN1)C1=CC=C(C=C1)NC1=CC=C(C=C1)OC)=O N-{6-[(2-aminophenyl)amino]-6-oxohexyl}-3-{4-[(4-methoxyphenyl)amino]phenyl}-1H-pyrazole-5-carboxamide